C(C)(C)(C)OC(=O)NCC[C@@H](C(=O)OC)O methyl (S)-4-((tert-butoxycarbonyl)amino)-2-hydroxybutanoate